C1=CC=CC=2C3=CC=CC=C3C(C12)COC(=O)N[C@H](C(=O)O)CC1=CC=C(C=C1)CN1N=NC(=C1)CNC(=O)OC(C)(C)C (S)-2-((((9H-fluoren-9-yl)methoxy)carbonyl)amino)-3-(4-((4-(((tert-butoxycarbonyl)amino)methyl)-1H-1,2,3-triazol-1-yl)methyl)phenyl)propanoic acid